(N-((5-(hydrazinecarbonyl)pyridin-2-yl)methyl))-N-phenyltetrahydrofuran-3-sulfonamide N(N)C(=O)C=1C=CC(=NC1)CN(S(=O)(=O)C1COCC1)C1=CC=CC=C1